1,2,4-tri-ethynylbenzene C(#C)C1=C(C=C(C=C1)C#C)C#C